FC(C(=O)NC1=CC(=CC=C1)CNC1=CC(=NC=2N1N=CC2C(C)C)NCC[C@H]2[C@H](CN(CC2)C)O)=C 2-fluoro-N-(3-(((5-(((((3R,4R)-3-hydroxy-1-methylpiperidin-4-yl)methyl)methyl)amino)-3-Isopropylpyrazolo[1,5-a]pyrimidin-7-yl)amino)methyl)phenyl)acrylamide